CC=1C=C(C=C(C1N1CC2(COC2)C1)C)C=1N=C(C(=NC1)N)OC=1C=NN(C1)C1CCN(CC1)C 5-(3,5-dimethyl-4-(2-oxa-6-azaspiro[3.3]heptan-6-yl)phenyl)-3-((1-(1-methylpiperidin-4-yl)-1H-pyrazol-4-yl)oxy)pyrazin-2-amine